C(CCCCCCCCCCCCCCC)NC(OCOC1=NC2=CC(=CC=C2C=C1)OCCCCN1CCN(CC1)C1=CC=CC=2SC=CC21)=O (7-(4-(4-(benzo[b]thiophen-4-yl)piperazin-1-yl)butoxy)quinolin-2-yloxy)methyl hexadecylcarbamate